(+/-)-trans-methyl 3-((2-chloro-5-fluoro-6-(isoxazol-5-yl)pyrimidin-4-yl)amino)bicyclo[2.2.2]octane-2-carboxylate ClC1=NC(=C(C(=N1)NC1C(C2CCC1CC2)C(=O)OC)F)C2=CC=NO2